4-(cyclopropyl)butan-1-ol C1(CC1)CCCCO